2-([1,1'-biphenyl]-4-yl)-4-(4-chlorophenyl)-6-phenylpyrimidine C1(=CC=C(C=C1)C1=NC(=CC(=N1)C1=CC=C(C=C1)Cl)C1=CC=CC=C1)C1=CC=CC=C1